B(F)(F)F.FP(=O)(F)O[Na] (difluorophosphoryloxy)sodium trifluoroborate